(5-(6-cyclobutyl-1H-pyrrolo[2,3-b]pyridin-3-yl)pyrazolo[1,5-a]pyridin-3-yl)(piperidin-1-yl)methanone C1(CCC1)C1=CC=C2C(=N1)NC=C2C2=CC=1N(C=C2)N=CC1C(=O)N1CCCCC1